(1R)-1-(3-(1,1-difluoro-2-hydroxy-isobutyl)-2-fluorophenyl)ethylamine FC(C(C)(C)O)(F)C=1C(=C(C=CC1)[C@@H](C)N)F